FC=1C=C(C=CC1B1OC(C(O1)(C)C)(C)C)N1[C@H](CN(CC1)C(=O)OC(C)(C)C)C tert-butyl (3s)-4-[3-fluoro-4-(4,4,5,5-tetramethyl-1,3,2-dioxaborolan-2-yl)phenyl]-3-methylpiperazine-1-carboxylate